(prop-2-yn-1-yloxy)piperidine C(C#C)ON1CCCCC1